5-[4-Amino-2,6-difluoro-3-(2-trimethylsilylethynyl)phenoxy]-2-fluorobenzonitrile NC1=C(C(=C(OC=2C=CC(=C(C#N)C2)F)C(=C1)F)F)C#C[Si](C)(C)C